C(C)(C)(C)OC(=O)N1CCC(=CC1)C1=CC=CC=2OC(OC21)(C)C2=C(C=C(C=C2)Cl)F tert-butyl-4-(2-(4-chloro-2-fluorophenyl)-2-methylbenzo[d][1,3]dioxol-4-yl)-3,6-dihydropyridine-1(2H)-carboxylate